C1(CC1)N1N=CC(=C1)[C@H]1CN(C[C@H](O1)C)C1=NC=2N(C(=C1)C1=C(C=C(C=C1)F)F)N=CN2 (2S,6R)-2-(1-cyclopropylpyrazol-4-yl)-4-[7-(2,4-difluorophenyl)-[1,2,4]triazolo[1,5-a]pyrimidin-5-yl]-6-methyl-morpholine